CN(C1=CC(=C(C=C1)C(F)(F)F)N)C N,N-dimethyl-4-(trifluoromethyl)benzene-1,3-diamine